ClC=1C=C(C=NC1OC)\C=N\S(=O)C(C)(C)C (E)-N-((5-chloro-6-methoxypyridin-3-yl)methylene)-2-methylpropane-2-sulfinamide